2-(2-[3-[9-(2,6-dioxopiperidin-3-yl)-9H-pyrido[2,3-b]indol-4-yl]propoxy]ethoxy)acetaldehyde O=C1NC(CCC1N1C2=C(C3=CC=CC=C13)C(=CC=N2)CCCOCCOCC=O)=O